C(/C1=CC=CC=C1)=C\1/CN(C\C(\C1=O)=C/C1=CC=CC=C1)/C(/C(=O)OC)=C/C(=O)OC Dimethyl 2-(3,5-di((E)-benzylidene)-4-oxopiperidin-1-yl)maleate